C1(=CC=C(C=C1)[C@@H](C)N1C=CC2=C(C=CC(=C12)C(=O)NC1CC2(CCC2)C1)F)C1=CC=CC=C1 (Sa)-6-(1-((R)-1-([1,1'-Biphenyl]-4-yl)ethyl)-4-fluoro-1H-indol-7-carboxamido)spiro[3.3]-heptan